N1=C2N(C=C1C=1C=C(C=CC1OC1=CC=C(C=C1)C(F)(F)F)S(=O)(=O)NC(C)C)CCC2 3-(6,7-Dihydro-5H-pyrrolo[1,2-a]imidazol-2-yl)-N-isopropyl-4-(4-(trifluoromethyl)phenoxy)benzenesulfonamide